calcium acetate calcium salt [Ca+2].C(C)(=O)[O-].[Ca+2].C(C)(=O)[O-].C(C)(=O)[O-].C(C)(=O)[O-]